C1(CCCCC1)NC(=O)C=1C2=CN(N=C2C=CC1)C=1C=NC=CC1 N-cyclohexyl-2-(3-pyridyl)-2H-indazole-4-carboxamide